CN1C(=NC=2C1=NC(=C(N2)NC2=C(C=CC=C2)F)NC2=C(C(=CC=C2)C(F)(F)F)F)C(F)(F)F 1-Methyl-N5-(2-fluorophenyl)-N6-(2-fluoro-3-(trifluoromethyl)phenyl)-2-(trifluoromethyl)-imidazo[4,5-b]pyrazine-5,6-diamine